2-(difluoromethyl)-6-phenylpyridine FC(C1=NC(=CC=C1)C1=CC=CC=C1)F